2-((1-(3,6-dimethyl-4-oxo-2-(2-oxa-7-azaspiro[3.5]nonan-7-yl)-3,4-dihydroquinazolin-8-yl)ethyl)amino)benzoic acid CN1C(=NC2=C(C=C(C=C2C1=O)C)C(C)NC1=C(C(=O)O)C=CC=C1)N1CCC2(COC2)CC1